1-(4-bromophenyl)-3-(2-(3-fluoroazetidin-1-yl)ethyl)urea BrC1=CC=C(C=C1)NC(=O)NCCN1CC(C1)F